4-amino-N'-(cyclopropane-1-carbonyl-d5)-N',1-dimethyl-N-((5-(trifluoromethyl)pyridin-2-yl)methyl)-1H-pyrazolo[4,3-c]quinoline-8-carbohydrazide NC1=NC=2C=CC(=CC2C2=C1C=NN2C)C(=O)N(N(C)C(=O)C2(C(C2([2H])[2H])([2H])[2H])[2H])CC2=NC=C(C=C2)C(F)(F)F